C(C)C=1C(=CC=C2C=C(C=C(C12)C1=C(C=2N=C(N=C(C2C=N1)N1CC(C(CC1)=O)(F)F)OC[C@]12CCCN2C[C@@H](C1)F)F)O)F 1-(7-(8-Ethyl-7-fluoro-3-hydroxynaphthalen-1-yl)-8-fluoro-2-(((2R,7aS)-2-fluorotetrahydro-1H-pyrrolizin-7a(5H)-yl)methoxy)pyrido[4,3-d]pyrimidin-4-yl)-3,3-difluoropiperidin-4-one